Ethyl-2-methoxy-butyric acid C(C)C(C(=O)O)(CC)OC